perfluorohexyl-ammonium acetate C(C)(=O)[O-].F[N+](C(C(C(C(C(C(F)(F)F)(F)F)(F)F)(F)F)(F)F)(F)F)(F)F